O=C(C[Zn])N1CCCCC1 (2-Oxo-2-(piperidin-1-yl)ethyl)zinc